5-amino-6-chloro-2H-[1,3'-bipyridin]-2-one NC=1C=CC(N(C1Cl)C=1C=NC=CC1)=O